(S)-1-(3-((4-((4-(cyclopropylmethoxy)-2,3-difluorophenyl)amino)pyrido[3,2-d]pyrimidin-6-yl)oxy)pyrrolidin-1-yl)prop-2-en-1-one C1(CC1)COC1=C(C(=C(C=C1)NC=1C2=C(N=CN1)C=CC(=N2)O[C@@H]2CN(CC2)C(C=C)=O)F)F